C1(N=CC=CC2=C1C=CC=C2)=O benzo[c]azepin-1-one